Fmoc-amphetamine CC(CC1=CC=CC=C1)NC(=O)OCC2C3=CC=CC=C3C4=CC=CC=C24